1,4-dioxa-7-azaspiro[4.4]nonane-9-carboxylic acid O1CCOC12CNCC2C(=O)O